3-[2-(dimethylamino)ethyl]-1H-indol-4-yl dihydrogen phosphate P(=O)(OC1=C2C(=CNC2=CC=C1)CCN(C)C)(O)O